isopropyl (R)-2-(3-bromoquinolin-6-yl)-2-(((S)-tert-butylsulfinyl) amino)-4,4-dimethylpentanoate BrC=1C=NC2=CC=C(C=C2C1)[C@@](C(=O)OC(C)C)(CC(C)(C)C)N[S@@](=O)C(C)(C)C